2-(4-(1H-imidazol-1-yl)phenyl)-5-methyl-4-((4-(4-nitrophenyl)piperidin-1-yl)methyl)oxazole N1(C=NC=C1)C1=CC=C(C=C1)C=1OC(=C(N1)CN1CCC(CC1)C1=CC=C(C=C1)[N+](=O)[O-])C